CC(=CCN1C=C(C2=CC(=CC=C12)N)C#N)C 1-(3-methylbut-2-en-1-yl)-5-amino-1H-indole-3-carbonitrile